di(p-methoxy-m-methylphenyl)methylene(cyclopentadienyl)(octamethyloctahydrodibenzofluorenyl)zirconium dichloride [Cl-].[Cl-].COC1=C(C=C(C=C1)C(=[Zr+2](C1(C(C(C(C2(C3C(=C4C=5C=CC=CC5CC4=C21)C=CCC3)C)(C)C)(C)C)(C)C)C)C3C=CC=C3)C3=CC(=C(C=C3)OC)C)C